C(CCC)OC(OCCCC)(OCCCC)[SiH3] tributoxymethylsilane